NC1=NC=C(C2=C1C(=NN2C2CNCC2)C#CC2=CC1=C(N(C(=N1)C1CC1)C)C=C2)C=2SC=CN2 3-(4-amino-3-((2-cyclopropyl-1-methyl-1H-benzo[d]imidazol-5-yl)ethynyl)-7-(thiazol-2-yl)-1H-pyrazolo[4,3-c]pyridin-1-yl)pyrrolidin